ClC=1C(=C(CN2CCC(CC2)(C(=O)O)CC2=NC(=C(C(=C2C)C)C)NC2=NNC(=C2)C)C=CC1)F 1-(3-chloro-2-fluorobenzyl)-4-((3,4,5-trimethyl-6-((5-methyl-1H-pyrazol-3-yl)amino)pyridin-2-yl)-methyl)piperidine-4-carboxylic acid